tert-butyl (R)-(1'-(5-bromopyrazin-2-yl)-3H-spiro[benzofuran-2,4'-piperidine]-3-yl)carbamate BrC=1N=CC(=NC1)N1CCC2(CC1)OC1=C([C@H]2NC(OC(C)(C)C)=O)C=CC=C1